1-(4-(3-amino-4-nitrophenyl)piperazin-1-yl)ethanone NC=1C=C(C=CC1[N+](=O)[O-])N1CCN(CC1)C(C)=O